FC1(CCN(CC1)C1=NC(=CC(=N1)C1=NN=CO1)C)F 5-(2-(4,4-difluoropiperidin-1-yl)-6-methylpyrimidin-4-yl)-1,3,4-oxadiazole